BrC=1C=NC=2C=CN3C(C2C1)=NC(=C3C=C)C3=C(C=CC=C3Cl)Cl 9-Bromo-2-(2,6-dichlorophenyl)-3-vinylimidazo[2,1-f][1,6]naphthyridine